ethyl 2-oxo-1,2-dihydropyrimidine-5-carboxylate O=C1NC=C(C=N1)C(=O)OCC